1-Isobuten C=C(C)C